N-(2,4-Difluorobenzyl)-9-hydroxy-2-(6-methoxyhexyl)-1,8-dioxo-1,3,4,8-tetrahydro-2H-pyrido[1,2-a]pyrazine-7-carboxamide FC1=C(CNC(=O)C=2C(C(=C3N(CCN(C3=O)CCCCCCOC)C2)O)=O)C=CC(=C1)F